tert-Butyl 4-[(3R)-3-[[(benzyloxy)carbonyl]amino]-6-cyano-5-fluoro-3,4-dihydro-2H-1-benzopyran-7-yl]piperazine-1-carboxylate C(C1=CC=CC=C1)OC(=O)N[C@H]1COC2=C(C1)C(=C(C(=C2)N2CCN(CC2)C(=O)OC(C)(C)C)C#N)F